C(N)(=O)N[C@H](CCSC)C(=O)O |r| DL-N-carbamyl-methionine